C(=C)C(=O)C=C Divinylketone